4,6-dichloro-N-phenyl-1,3,5-triazine-2-amine ClC1=NC(=NC(=N1)Cl)NC1=CC=CC=C1